ClC1=C(C=CC(=C1)C1C(NC(CC1)=O)=O)N1CCN(CC1)CC1CCC(CC1)NC(OC(C)(C)C)=O Tert-butyl N-[4-[[4-[2-chloro-4-(2,6-dioxo-3-piperidyl)phenyl]piperazin-1-yl]methyl] cyclohexyl]carbamate